methyl 2-[3-(3-cyclopropyl-1,2,4-oxadiazol-5-yl)-6-oxo-1,6-dihydropyridazin-1-yl]acetate C1(CC1)C1=NOC(=N1)C1=NN(C(C=C1)=O)CC(=O)OC